3-methyl-azetidine-3-carbonitrile CC1(CNC1)C#N